N1C=C(C2=CC=CC=C12)C1N(CC2=CC(=CC=C12)C1=CC(=CC=C1)S(=O)(=O)C)C(=O)N (1H-indol-3-yl)-5-(3-(methylsulfonyl)phenyl)isoindoline-2-carboxamide